chlorodithioformic acid pentafluorophenyl ester FC1=C(C(=C(C(=C1SC(=S)Cl)F)F)F)F